1-(4-Methoxy-3-(pentyloxy)phenyl)-3-(2-methoxy-4-(4,4,5,5-tetramethyl-1,3,2-dioxaborolan-2-yl)benzyl)-5-methylenetetrahydropyrimidin-2(1H)-one COC1=C(C=C(C=C1)N1C(N(CC(C1)=C)CC1=C(C=C(C=C1)B1OC(C(O1)(C)C)(C)C)OC)=O)OCCCCC